NCCCCCCCCC(=O)O 9-aminononanoic acid